ClC1=C(C(=O)NC2C3CN(CC23)C(=O)N[C@@H]2CNC[C@H]2O)C=CC(=C1)NC(=O)C=1N(C(=CN1)C1=C(C(=C(C=C1)OC)F)F)C (exo)-6-[[2-Chloro-4-[[5-(2,3-difluoro-4-methoxyphenyl)-1-methylimidazol-2-carbonyl]amino]benzoyl]amino]-N-[(trans)-4-hydroxypyrrolidin-3-yl]-3-azabicyclo[3.1.0]hexan-3-carboxamid